C(C)(C)C=1C(=NNC1C=1C=C(C=2N(C1)N=CN2)C)C2=CC=C(C=C2)C(C)N(C)C 1-(4-(4-isopropyl-5-(8-methyl-[1,2,4]triazolo[1,5-a]pyridin-6-yl)-1H-pyrazol-3-yl)phenyl)-N,N-dimethylethan-1-amine